1,1,1,3,3,3-hexafluoropropan-2-yl (R)-1-(pyridin-4-ylcarbamoyl)-6-azaspiro[2.5]octane-6-carboxylate N1=CC=C(C=C1)NC(=O)[C@@H]1CC12CCN(CC2)C(=O)OC(C(F)(F)F)C(F)(F)F